C1=CC(=CC=C1CC2=CC=C(C=C2)N=C=O)N=C=O 4,4''-diphenylmethane diisocyanate